C1(CCCCC1)SC(=CC1=CC=CC=C1)C1=CC=CC=C1 (E)-cyclohexyl-(1,2-diphenylvinyl) sulfide